5-methoxy-2-phenyl-1H-benzo[g]indazol-3(2H)-one COC=1C=C2C(N(NC2=C2C1C=CC=C2)C2=CC=CC=C2)=O